COC1(C(=O)O)CC=C(C=C1)\C=C\C.C1(=CC=C(C=CC)C=C1)OC anethole ((E)-1-methoxy-4-(prop-1-en-1-yl) benzoate)